propan-2-ylium C[CH+]C